methyl dioxepin-6-carboxylate O1OCC=CC(=C1)C(=O)OC